NC1=NC=NN2C1=C(C=C2C2=C(C(=NC=C2)OC)C(=O)N[C@@H]2CN(C[C@@H]2F)C(C2=C(C=C(C=C2)F)Cl)=O)CN2CCC(CC2)(F)F 4-amino-5-[(4,4-difluoropiperidin-1-yl)methyl]pyrrolo[2,1-f][1,2,4]triazin-7-yl-N-[(3R,4S)-1-(2-chloro-4-fluorobenzoyl)-4-fluoropyrrolidin-3-yl]-2-methoxypyridine-3-carboxamide